ClC1=C(C(=O)NCC(N2CCC(CC2)COC2=NC=CC(=C2)F)C2=C(N=CS2)C(F)F)C(=CC=C1)F 2-Chloro-N-{2-[4-(difluoromethyl)-1,3-thiazol-5-yl]-2-(4-{[(4-fluoropyridin-2-yl)-oxy]methyl}piperidin-1-yl)ethyl}-6-fluorobenzamid